BrC=1C=C(C2=C(N(C(=N2)NC(CC(C)(C)C)=O)C2CCC2)C1)F N-(6-bromo-1-cyclobutyl-4-fluoro-1H-benzo[d]imidazol-2-yl)-3,3-dimethylbutanamide